N-[1-[5-(2,2,2-trifluoroethoxy)pyridin-2-yl]ethyl]-5-[5-(trifluoromethyl)-1,2,4-oxadiazol-3-yl]pyrimidin-2-amine FC(COC=1C=CC(=NC1)C(C)NC1=NC=C(C=N1)C1=NOC(=N1)C(F)(F)F)(F)F